7-Bromo-1,6-dimethyl-1H-benzo[d]imidazol-2(3H)-one BrC1=C(C=CC2=C1N(C(N2)=O)C)C